CN1C=NC=C1C1=NSC(=N1)C(=O)O 3-(1-methyl-1H-imidazol-5-yl)-1,2,4-thiadiazole-5-carboxylic acid